N-(4-cyano-2-fluorophenyl)-5-(1,3-thiazol-2-yl)-1H-pyrrole-3-sulfonamide C(#N)C1=CC(=C(C=C1)NS(=O)(=O)C1=CNC(=C1)C=1SC=CN1)F